N2,N4-bis(4,4-difluoro-cyclohexyl)-6-(3-fluoro-6-hydrazinylpyridin-2-yl)-1,3,5-triazine-2,4-diamine FC1(CCC(CC1)NC1=NC(=NC(=N1)NC1CCC(CC1)(F)F)C1=NC(=CC=C1F)NN)F